C(C1=CC=CC=C1)C=CCO 3-benzyl-allyl alcohol